(2S,4S)-4-fluoro-1-[2-[(3S)-3-[(3-chloro-5-quinolinyl)amino]pyrrolidin-1-yl]acetyl]pyrrolidine-2-carbonitrile F[C@H]1C[C@H](N(C1)C(CN1C[C@H](CC1)NC1=C2C=C(C=NC2=CC=C1)Cl)=O)C#N